C=C1CC(=C(C(=C1)OC)OC)OC 1-methylene-3,4,5-trimethoxybenzene